tert-butyl (3-azidobicyclo[1.1.1]pentan-1-yl)carbamate N(=[N+]=[N-])C12CC(C1)(C2)NC(OC(C)(C)C)=O